N1=C(NC2=C1C=CC=C2)C=2NC(C1=CC=CC=C1C2)=O benzimidazolyl-isoquinolone